BrC1=CC=C(COCCN)C=C1 2-(4-bromobenzyloxy)ethylamine